FC1=C(NC2=NC=NC3=CC=C(C=C23)C2CN(CC2)C(=O)OC(C)(C)C)C=CC=C1C#C[Si](C)(C)C tert-Butyl 3-[4-[2-fluoro-3-(2-trimethylsilylethynyl)anilino]quinazolin-6-yl]pyrrolidine-1-carboxylate